CN1CCN(CC1)C1CN(C1)C1=CC=CC=2N(C=NC21)C(=O)NCCCC2=CC=CC=C2 4-(3-(4-Methylpiperazin-1-yl)azetidin-1-yl)-N-(3-phenylpropyl)-1H-benzo[d]imidazole-1-carboxamide